crotylphosphine C(C=CC)P